C1(CC1)C=1C=C(OC=2C=NNC(C2C(=O)OC)=O)C=CC1 methyl 4-(3-cyclopropylphenoxy)-6-oxo-1H-pyridazine-5-carboxylate